5-[3-(2,2-difluoroethyl)-2-methylimidazo[4,5-b]pyridin-5-yl]-N-piperidin-4-ylpyrrolo[2,1-f][1,2,4]triazin-2-amine FC(CN1C(=NC=2C1=NC(=CC2)C=2C=CN1N=C(N=CC12)NC1CCNCC1)C)F